hexamethylenebis(3,5-di-t-butyl-4-hydroxy-hydrocinnamamide) C(C)(C)(C)C=1C=C(CC(C(=O)N)CCCCCCC(C(=O)N)CC2=CC(=C(C(=C2)C(C)(C)C)O)C(C)(C)C)C=C(C1O)C(C)(C)C